N[C@@H](C(=O)N[C@H]1CC[C@@]2([C@H]3CC[C@@]4([C@H](CC[C@@]4([C@@H]3CC[C@@H]2C1)O)C=1C=CC(OC1)=O)C)C)C (R)-2-amino-N-((3S,5R,8R,9S,10S,13R,14S,17R)-14-hydroxy-10,13-dimethyl-17-(2-oxo-2H-pyran-5-yl)hexadecahydro-1H-cyclopenta[a]phenanthren-3-yl)propanamide